CN(C)P(N(C)C)N(C)C tri-(dimethylamino)phosphine